6-(7-ethynyl-1,8-naphthyridin-3-yl)-5-(3-fluoro-4-((4-methylpyrimidin-2-yl)oxy)phenyl)-7-methyl-7H-pyrrolo[2,3-d]pyrimidin-4-amine C(#C)C1=CC=C2C=C(C=NC2=N1)C1=C(C2=C(N=CN=C2N)N1C)C1=CC(=C(C=C1)OC1=NC=CC(=N1)C)F